9-[4-(Benzyloxy)-2-fluorophenyl]-8-(propan-2-yl)-2-[3-(trifluoromethyl)phenyl]-9H-purine C(C1=CC=CC=C1)OC1=CC(=C(C=C1)N1C2=NC(=NC=C2N=C1C(C)C)C1=CC(=CC=C1)C(F)(F)F)F